C(C)(C)(C)NC(C1=CC=C(C=C1)Cl)=O N-tertiary butyl-4-chlorobenzamide